4-[2-(3,4-difluorophenoxy)-5-(methylsulfonyl)phenyl]-6-methyl-1,6-dihydro-7H-pyrrolo[2,3-c]pyridin-7-one FC=1C=C(OC2=C(C=C(C=C2)S(=O)(=O)C)C=2C3=C(C(N(C2)C)=O)NC=C3)C=CC1F